C(C)C1=CC=C2C(=N1)N=C(N2C(C)C2=CC=CC=C2)N ethyl-1-(1-phenylethyl)-1H-imidazo[4,5-b]pyridin-2-amine